NC=1C=2N(C3=CC(=CC=C3N1)C(=O)O)C=NN2 4-amino-[1,2,4]triazolo[4,3-a]quinoxaline-8-formic acid